C1(CCCC1)NC=1C2=C(N=C(N1)C(F)(F)F)N(C=C2)[C@H]2[C@@H]([C@@H]([C@H](O2)COCP(O)(O)=O)O)O [(2R,3S,4R,5R)-5-[4-(cyclopentylamino)-2-(trifluoromethyl)-pyrrolo[2,3-d]-pyrimidin-7-yl]-3,4-dihydroxy-tetrahydro-furan-2-yl]methoxy-methylphosphonic acid